7-methoxy-2-(4-(trifluoromethyl)benzyl)pyrazolo[1,5-c]quinazolin-5-amine COC1=CC=CC=2C=3N(C(=NC12)N)N=C(C3)CC3=CC=C(C=C3)C(F)(F)F